NC1=C(C=C(C=N1)C#CC=1C=C(C(=O)NC2=CC(=NN2C2=CC=C(C=C2)C)C(C)(C)C)C=CC1C)F 3-((6-amino-5-fluoropyridin-3-yl)ethynyl)-N-(3-(tert-butyl)-1-(p-tolyl)-1H-pyrazole-5-yl)-4-methylbenzamide